C(CCCCC)(=O)OCCCCCCCC\C=C/CCCCCCCC Oleyl hexanoate